3,6-dibromo-9-(2-fluoro-3-(piperazin-1-yl)propyl)-9H-carbazole BrC=1C=CC=2N(C3=CC=C(C=C3C2C1)Br)CC(CN1CCNCC1)F